CN1CC(C1)(C)[C@@](O)(C=1C=C(C=NC1)N1CCCCC1)C1=CC=C(C=C1)C(C)C (R)-(1,3-dimethyl-azetidin-3-yl)-(4-isopropyl-phenyl)-(3,4,5,6-tetrahydro-2H-[1,3']bipyridinyl-5'-yl)-methanol